trimethyl-[2-[[2-[2-methyl-4-(trifluoromethyl)pyrazol-3-yl]pyrrolo[3,2-d]pyrimidin-5-yl]methoxy]ethyl]silane C[Si](CCOCN1C=CC=2N=C(N=CC21)C=2N(N=CC2C(F)(F)F)C)(C)C